ethyl erythruronate O=C[C@H](O)[C@H](O)C(=O)OCC